ClC1=NC=NC2=CC(=C3C(=C12)OCCO3)OCCOC 10-chloro-5-(2-methoxyethoxy)-2,3-dihydro-[1,4]dioxino[2,3-f]quinazoline